6-(1H-pyrazol-4-ylsulfonyl)-2-((2,3-dihydrofuro[3,2-b]pyridin-5-yl)methyl)phthalazin-1(2H)-one N1N=CC(=C1)S(=O)(=O)C=1C=C2C=NN(C(C2=CC1)=O)CC1=CC=C2C(=N1)CCO2